4-amino-1-benzyl-6-trifluoromethyl-1,3-dihydroimidazo[4,5-c]pyridin-2-one NC1=NC(=CC2=C1NC(N2CC2=CC=CC=C2)=O)C(F)(F)F